5-(4-((7-Ethyl-6-oxo-5,6-dihydro-1,5-naphthyridin-3-yl)methyl)piperazin-1-yl)-N-(1-methyl-1H-pyrazol-3-yl)pyridinecarboxamide C(C)C=1C(NC=2C=C(C=NC2C1)CN1CCN(CC1)C=1C=CC(=NC1)C(=O)NC1=NN(C=C1)C)=O